(S)-(1-(2-(1-(cyclopropylmethyl)-1H-indol-2-yl)-9-fluoro-1-methyl-5-oxo-1,5,7,8-tetrahydro-6H-imidazo[4,5-g]isoquinolin-6-yl)-3-fluoropropane-2-yl)carbamic acid tert-butyl ester C(C)(C)(C)OC(N[C@@H](CN1C(C=2C=C3C(=C(C2CC1)F)N(C(=N3)C=3N(C1=CC=CC=C1C3)CC3CC3)C)=O)CF)=O